BrC=1C=CC2=C(C(NC(O2)(C)C)=O)C1 6-bromo-2,2-dimethyl-2,3-dihydro-4H-benzo[e][1,3]oxazin-4-one